FC1=C(SC=2C(NC=3CCC(CC3C21)(F)F)=O)C=2C=NN(C2)COCC[Si](C)(C)C 1,8,8-trifluoro-2-[1-(2-trimethylsilyl-ethoxymethyl)pyrazol-4-yl]-5,6,7,9-tetrahydrothieno[2,3-c]quinolin-4-one